tert-butyl 4-(4-(2-(2-aminopyridin-3-yl)-5-phenyl-3H-imidazo[4,5-b]pyridin-3-yl)phenyl)piperidine-1-carboxylate NC1=NC=CC=C1C1=NC=2C(=NC(=CC2)C2=CC=CC=C2)N1C1=CC=C(C=C1)C1CCN(CC1)C(=O)OC(C)(C)C